C1(CCCCC1)S(=O)(=O)C=1C=C(C=C(C1)N1CCOCC1)C=1C=NC(=NC1)N 5-(3-(cyclohexylsulfonyl)-5-morpholinophenyl)pyrimidin-2-amine